BrCC1=CC(=C(CN2CCCC2)C=C1)I (4-(bromomethyl)-2-iodobenzyl)pyrrolidin